(3aR,6aS)-3a-methyl-5-((R)-1-phenylethyl)hexahydropyrrolo[3,4-c]pyrrole-2(1H)-carboxylic acid tert-butyl ester C(C)(C)(C)OC(=O)N1C[C@@H]2CN(C[C@@]2(C1)C)[C@H](C)C1=CC=CC=C1